methyl (S)-5-(3-(1-(5-fluoro-3-methylbenzofuran-2-yl)-2-methylpropyl)ureido)nicotinate FC=1C=CC2=C(C(=C(O2)[C@H](C(C)C)NC(NC=2C=NC=C(C(=O)OC)C2)=O)C)C1